FC1=C(C=C2C=CC(=NC2=C1)C)C(=O)O 7-fluoro-2-methylquinoline-6-carboxylic acid